C(C)OCCCNC(N)=O 3-(3-ethoxypropyl)urea